4-(Piperazin-1-yl)-2-(trifluoromethyl)quinoline N1(CCNCC1)C1=CC(=NC2=CC=CC=C12)C(F)(F)F